2-(4-(4-((1s,4s)-4-aminocyclohexylamino)-2-(3-chlorophenylamino)pyrimidin-5-yl)-1H-pyrazol-1-yl)ethanol NC1CCC(CC1)NC1=NC(=NC=C1C=1C=NN(C1)CCO)NC1=CC(=CC=C1)Cl